Cl.Cl.NC1=NC=CC=C1C(C)NCCO 2-((1-(2-aminopyridin-3-yl)ethyl)amino)ethan-1-ol dihydrochloride